NC=1N=NN(N1)CCCCCCCCCCCC[Si](OCC)(OCC)OCC 5-amino-2-[12-(triethoxysilyl)dodecyl]-2H-tetrazole